C1(CC1)C1=CC(=NN1)NC1=NC(=NC=C1)N(C1CC2(CN(C2)CC(=O)N2CCN(CC2)C)C1)C 2-(6-((4-((5-Cyclopropyl-1H-pyrazol-3-yl)amino)pyrimidin-2-yl)(methyl)amino)-2-azaspiro[3.3]heptan-2-yl)-1-(4-methylpiperazin-1-yl)ethan-1-one